(R)-8-(1-((4-chloro-2-(1-hydroxy-1H-benzo[d][1,2,6]oxazaborinin-6-yl)phenyl)amino)ethyl)-2-(4,4-dimethylpiperidin-1-yl)-3,6-dimethyl-4H-chromen-4-one ClC1=CC(=C(C=C1)N[C@H](C)C=1C=C(C=C2C(C(=C(OC12)N1CCC(CC1)(C)C)C)=O)C)C=1C=CC2=C(C=NOB2O)C1